diisooctyl adipate C(CCCCC(=O)OCCCCCC(C)C)(=O)OCCCCCC(C)C